4-[Exo-(3S)-3-[2-isopropyl-5-[6-(trifluoromethyl)-3-pyridinyl]-1,2,4-triazol-3-yl]cyclopentyl]-1,4-oxaazepane C(C)(C)N1N=C(N=C1[C@@H]1CC(CC1)N1CCOCCC1)C=1C=NC(=CC1)C(F)(F)F